(((3-chloro-5-(trifluoromethyl)pyridin-2-yl)oxy)methyl)benzoic acid ClC=1C(=NC=C(C1)C(F)(F)F)OCC1=C(C(=O)O)C=CC=C1